C(C)(C)(C)OC(=O)N1C2CN(CC1CC2)C=2C1=C(N=C(N2)S(=O)(=O)C)CC(OC1)C1=CC(=CC2=CC=CC(=C12)Br)OCOC 3-(7-(8-bromo-3-(methoxymethoxy)naphthalen-1-yl)-2-(methylsulfonyl)-7,8-dihydro-5H-pyrano[4,3-d]pyrimidin-4-yl)-3,8-diazabicyclo[3.2.1]octane-8-carboxylic acid tert-butyl ester